3-(2,5-difluorophenyl)morpholine FC1=C(C=C(C=C1)F)C1NCCOC1